(R)-2,5-dioxotetrahydro-1H-pyrrolizine O=C1C[C@H]2CCC(N2C1)=O